α,α'-Bis-(4-hydroxyphenyl)-o-diisopropylbenzol OC1=CC=C(C=C1)C(C)(C)C1=C(C=CC=C1)C(C)(C)C1=CC=C(C=C1)O